di-n-butyl-amine C(CCC)NCCCC